N1=C(C=CC=C1)C1=CC=C(OC2=CC=C(C=N2)N)C=C1 6-(4-(pyridin-2-yl)phenoxy)pyridin-3-amine